2-methyl-N-(1-(2-methyl-7-(thiazol-2-yl)quinolin-5-yl)cyclopropyl)-5-(9-methyl-3-oxa-7,9-diazabicyclo[3.3.1]nonan-7-yl)benzamide CC1=C(C(=O)NC2(CC2)C2=C3C=CC(=NC3=CC(=C2)C=2SC=CN2)C)C=C(C=C1)N1CC2COCC(C1)N2C